NC1=C(SC=2N=C(SC21)C)C(=O)NC2CC=1C=C(C(=NC1CC2)N2CC(C(C2)COC)N)F 6-amino-N-{2-[3-amino-4-(methoxymethyl)pyrrolidin-1-yl]-3-fluoro-5,6,7,8-tetrahydroquinolin-6-yl}-2-methylthieno[2,3-d][1,3]thiazole-5-carboxamide